COC1=C(C=CC=C1)S Methoxythiophenol